COC([C@@H](NC([C@H](C)C1=CC=C(C=C1)CC(C)C)=O)CC1=CC=C(C=C1)O)=O ((R)-2-(4-isobutylphenyl)propionyl)-L-tyrosine methyl ester